C(C)[C@@]12CC[C@@H]3[C@H]4CC[C@@](C[C@H]4CC[C@H]3[C@@H]2CCC[C@@H]1C(C)=O)(C)O 1-((1S,4aS,4bR,6aR,8R,10aS,10bR,12aS)-12a-ethyl-8-hydroxy-8-methyloctadecahydrochrysen-1-yl)ethanone